2-chlorobenzo[b]naphtho[2,3-d]furan ClC1=CC2=C(OC3=C2C=C2C=CC=CC2=C3)C=C1